FC1CC(N(C1)C(CC1=NNC2=CC=CC=C12)=O)C(=O)NC(C1=CC=CC=C1)C1=CC(=C(C=C1)C1(CC1)C)F 4-fluoro-N-{[3-fluoro-4-(1-methylcyclopropyl)phenyl](phenyl)methyl}-1-[2-(1H-indazol-3-yl)acetyl]pyrrolidine-2-carboxamide